5-FLUORO-1H-PYRROLO[3,2-B]PYRIDINE-3-CARBALDEHYDE FC1=CC=C2C(=N1)C(=CN2)C=O